The molecule is a prostaglandin Falpha obtained by formal oxidation of the 15-hydroxy group and hydrogenation of the 13,14-double bond of prostaglandin F1alpha. It is a prostaglandins Falpha, a ketone and a diol. It derives from a prostaglandin F1alpha. It is a conjugate acid of a 13,14-dihydro-15-keto-PGF1alpha(1-). CCCCCC(=O)CC[C@H]1[C@@H](C[C@@H]([C@@H]1CCCCCCC(=O)O)O)O